C1(=CC=CC=C1)N1N=CC=C1 2-PHENYL-2H-PYRAZOL